CCCCCCCCCCCCCCCCCCC(=O)OC[C@H](COP(=O)(O)OC[C@@H](C(=O)O)N)OC(=O)CCCC/C=C\C/C=C\C/C=C\CCCCC 1-nonadecanoyl-2-(6Z,9Z,12Z-octadecatrienoyl)-glycero-3-phosphoserine